C(C)(C)(C)OC(=O)N1C(CCC(C1)C(F)(F)F)C1=C(C=CC=C1)C=O (2-formylphenyl)-5-(trifluoromethyl)piperidine-1-carboxylic acid tert-butyl ester